C(C)(C)(C)OC(=O)NCCCC1=CC=C(C=C1)CO[C@@H]([C@H](CCC(N)=O)NC(=O)[C@@H]1[C@@H]2C[C@@H]2CN1C(=O)OCC1C2=CC=CC=C2C=2C=CC=CC12)C (9H-fluoren-9-yl)methyl (1R,2S,5S)-2-[[(3S,4R)-4-[[4-(3-[[(tert-butoxy)carbonyl]amino]propyl)phenyl]methoxy]-1-carbamoylpentan-3-yl]carbamoyl]-3-azabicyclo[3.1.0]hexane-3-carboxylate